5-[(4R,10bS)-4-methyl-8-(piperazine-1-carbonyl)-3,4,6,10b-tetrahydro-1H-pyrazino[2,1-a]isoindol-2-yl]quinoline-8-carbonitrile C[C@@H]1CN(C[C@H]2N1CC1=CC(=CC=C21)C(=O)N2CCNCC2)C2=C1C=CC=NC1=C(C=C2)C#N